4-[(2R)-3-(3,4-dihydro-1H-isoquinolin-2-yl)-2-hydroxy-propyl]-2,2-dimethyl-8-(4-pyridylmethoxy)-3H-1,4-benzoxazepin-5-one C1N(CCC2=CC=CC=C12)C[C@H](CN1CC(OC2=C(C1=O)C=CC(=C2)OCC2=CC=NC=C2)(C)C)O